C1(=CC=CC=C1)N1[C@H](CCC1)C=1N=C(SC1)NC(=O)NCC1=CC=NC=C1 (R)-1-(4-(1-phenylpyrrolidin-2-yl)thiazol-2-yl)-3-(pyridin-4-ylmethyl)urea